[Sn+2].C(C)C(C(=O)O)CCCC (2-ethylhexanoic acid) tin (II)